N[C@@H]1CCCC12CCN(CC2)C=2N=C(C(=NC2CO)C=2C(=C(C#N)C(=CC2)Cl)F)C (R)-3-(5-(1-amino-8-azaspiro[4.5]decan-8-yl)-6-(hydroxymethyl)-3-methylpyrazin-2-yl)-6-chloro-2-fluorobenzonitrile